OC=1C(=CC2=CC=CC=C2C1N=NC1=C(C=C(C(=C1)Cl)Cl)Cl)C(=O)NC1=C(C=CC=C1)C 3-hydroxy-N-(o-tolyl)-4-[(2,4,5-trichlorophenyl)azo]naphthalene-2-carboxamide